3-((3-exo)-3-((4-((5-methyl-1H-pyrazol-3-yl)amino)-6-morpholinopyrimidin-2-yl)amino)-8-azabicyclo[3.2.1]oct-8-yl)propionitrile CC1=CC(=NN1)NC1=NC(=NC(=C1)N1CCOCC1)NC1CC2CCC(C1)N2CCC#N